BrC1=CC=C(C=C1)C1=CC=C(C=C1)C(C)(C)C 4-bromo-4'-tert-butyl-biphenyl